CN1CCN(CCC1)C(C(F)(F)F)=O N-methyl-N'-trifluoroacetyl-homopiperazine